N-(p-toluenesulfonylaminocarbonyl)-β-alanine CC1=CC=C(C=C1)S(=O)(=O)NC(=O)NCCC(=O)O